Cl.NC/C(/CN1N=CN(C1=O)CC=1SC(=CC1)C=1CCN(CC1)C)=C\F 2-[(2E)-2-(aminomethyl)-3-fluoroprop-2-en-1-yl]-4-{[5-(1-methyl-1,2,3,6-tetrahydropyridin-4-yl)thiophen-2-yl]methyl}-2,4-dihydro-3H-1,2,4-triazol-3-one hydrochloride